9-benzyl-8-(2-fluoro-3-methylpyridin-4-yl)-6-(1-methylcyclopropoxy)-9H-purine C(C1=CC=CC=C1)N1C2=NC=NC(=C2N=C1C1=C(C(=NC=C1)F)C)OC1(CC1)C